C(CC=C)NC(C1=C(C(=C(C(=C1)CC1=C(C(=NC=C1)NS(=O)(=O)NC)F)F)F)NC1=C(C=C(C=C1)I)F)=O N-(but-3-en-1-yl)-3,4-difluoro-5-((3-fluoro-2-((N-methylaminosulfonyl)amino)pyridin-4-yl)methyl)-2-((2-fluoro-4-iodophenyl)amino)benzamide